3-(indolin-2-yl)-5'-methyl-4-pentyl-2'-(prop-1-en-2-yl)-1',2',3',4'-tetrahydro-[1,1'-biphenyl] N1C(CC2=CC=CC=C12)C=1C=C(C=CC1CCCCC)C1C(CCC(=C1)C)C(=C)C